CC1=CC=C(C=C1)C(C#N)C 2-(4-methylphenyl)propionitrile